N-[(1s,4s)-4-{[4-cyano-3-(trifluoromethyl)phenyl]amino}cyclohexyl]-1H-pyrrolo[2,3-b]pyridine-3-carboxamide C(#N)C1=C(C=C(C=C1)NC1CCC(CC1)NC(=O)C1=CNC2=NC=CC=C21)C(F)(F)F